CN(C#N)CCNC(=O)C1=CC2=CC=CC(=C2C=C1)OC1=CC=C(C=C1)C(F)(F)F N-(2-(N-methylcyanamido)ethyl)-5-(4-(trifluoromethyl)phenoxy)-2-naphthamide